COC(C1=C(C=C(C(=C1)I)O)F)=O.NC1=NC(=C2N=CN(C2=N1)CC(=O)NC1=CC(=NN1CC)C)NC1=CC(=C(C=C1)F)Cl 2-(2-amino-6-((3-chloro-4-fluorophenyl)amino)-9H-purin-9-yl)-N-(1-ethyl-3-methyl-1H-pyrazol-5-yl)acetamide Methyl-2-fluoro-4-hydroxy-5-iodo-benzoate